2,6-dibenzyloxy-3-[5-fluoro-6-[4-[4-(4,4,5,5-tetramethyl-1,3,2-dioxaborolan-2-yl)phenyl]-1-piperidyl]-3-pyridyl]pyridine C(C1=CC=CC=C1)OC1=NC(=CC=C1C=1C=NC(=C(C1)F)N1CCC(CC1)C1=CC=C(C=C1)B1OC(C(O1)(C)C)(C)C)OCC1=CC=CC=C1